5-[4-(6-chloro-5-fluoro-indolin-1-yl)quinazolin-6-yl]-N-cyclopropyl-pyridine-3-carboxamide ClC1=C(C=C2CCN(C2=C1)C1=NC=NC2=CC=C(C=C12)C=1C=C(C=NC1)C(=O)NC1CC1)F